tert-butyl (2-hydroxy-2-(4-nitrophenyl)ethyl)(2-hydroxyethyl)carbamate OC(CN(C(OC(C)(C)C)=O)CCO)C1=CC=C(C=C1)[N+](=O)[O-]